5-(chloromethyl)-3-(3,4-difluorophenyl)-1,2,4-oxadiazole ClCC1=NC(=NO1)C1=CC(=C(C=C1)F)F